6,7-Dihydro-1,4-oxazepin O1C=CN=CCC1